2-(difluoromethyl)-5-(4-(1-(4-phenyl-1H-1,2,3-triazol-1-yl)ethyl)phenyl)-1,3,4-oxadiazole FC(C=1OC(=NN1)C1=CC=C(C=C1)C(C)N1N=NC(=C1)C1=CC=CC=C1)F